trans-4-((5-(difluoromethyl)pyridin-2-yl)oxy)cyclohexanecarboxylic acid FC(C=1C=CC(=NC1)O[C@@H]1CC[C@H](CC1)C(=O)O)F